m-maleimidobenzoyl-N-hydroxysuccinimidylAmine C1(C=CC(N1C=1C=C(C(=O)N(O)N2C(CCC2=O)=O)C=CC1)=O)=O